ON=C(N)C=1C(=NC=CN1)C(C)NC(C1=CC(=CC(=C1)C(F)(F)F)C(F)(F)F)=O N-[1-[3-[N'-hydroxycarbamimidoyl]pyrazin-2-yl]ethyl]-3,5-bis(trifluoromethyl)benzamide